isotridecyl-phenol C(CCCCCCCCCC(C)C)C1=C(C=CC=C1)O